ClC1=C(N=C(S1)NC(C1=C(C=C(C=C1F)N1CCNCC1)F)=O)[C@@](C)(C#C)C1=CC=C(C=C1)Cl (S)-N-(5-chloro-4-(2-(4-chlorophenyl)but-3-yn-2-yl)thiazol-2-yl)-2,6-difluoro-4-(piperazin-1-yl)benzamide